C(CCC)OC(C)(C)CCCC t-heptyl butyl ether